NCCOCC(=O)NC=1C=C2CN(C(C2=CC1)=O)C1C(NC(CC1)=O)=O (2-Aminoethoxy)-N-(2-(2,6-dioxopiperidin-3-yl)-1-oxoisoindolin-5-yl)acetamide